C(N)(=N)C=1C=CC2=C(NC(=N2)C2=CC3=C(N=C(N3)C3=CC=C(C(=O)NCCN(C)C)C=C3)C=C2)C1 4-(6-carbamimidoyl-1H,3'H-[2,5'-bibenzo[d]imidazol]-2'-yl)-N-(2-(dimethylamino)ethyl)benzamide